ClC=1C(=NC(=C(C1)C#N)N1C[C@@H](C([C@@H](C1)C)F)C)NC=1C=C2C=C(C(N(C2=CC1)CCN1CCOCC1)=O)OCC(=O)NC 2-((6-((3-chloro-5-cyano-6-((3S,4S,5R)-4-fluoro-3,5-dimethylpiperidin-1-yl)pyridin-2-yl)amino)-1-(2-morpholinoethyl)-2-oxo-1,2-dihydroquinolin-3-yl)oxy)-N-methylacetamide